N-(3-((6-(1H-indol-3-yl)pyrimidin-4-yl)amino)phenyl)-6-(2-(2,6-dioxopiperidin-3-yl)-1,3-dioxoisoindolin-4-yl)hex-5-ynamide N1C=C(C2=CC=CC=C12)C1=CC(=NC=N1)NC=1C=C(C=CC1)NC(CCCC#CC1=C2C(N(C(C2=CC=C1)=O)C1C(NC(CC1)=O)=O)=O)=O